C1(CCCC1)N1C(=NC(=C1C)C(=O)N)C1=NC=CC(=C1)C=1C=NC=C(C1)N1CCOCC1 Cyclopentyl-5-methyl-2-(5-morpholin-4-yl-3,4'-bipyridin-2'-yl)-1H-imidazole-4-carboxamide